3-(3-(3-hydroxyphenyl)prop-2-yn-1-yl)-1,7-dimethyl-8-(methylsulfinyl)-3,7-dihydro-1H-purine-2,6-dione OC=1C=C(C=CC1)C#CCN1C(N(C(C=2N(C(=NC12)S(=O)C)C)=O)C)=O